C(C1=CC=CC=C1)(=O)OC(C1=C(C=CC=C1)C)=O methyl-benzoyl benzoate